C1(CC1)C=1C=CC=2N(C1)N=CC2C(=O)N2[C@H](C1=C(CC2)NC=N1)C1=NN2C(C(=CC=C2)OC)=C1 (R)-(6-cyclopropylpyrazolo[1,5-a]pyridin-3-yl)(4-(4-methoxypyrazolo[1,5-a]pyridin-2-yl)-6,7-dihydro-1H-imidazo[4,5-c]pyridin-5(4H)-yl)methanone